ClC=1C(=NC(=NC1)NC1CCOCC1)C1=CC=C2CN(C(C2=C1)=O)[C@@H](C(=O)N[C@H](CO)C1=CC(=NC=C1F)N(C)C)C (2R)-2-(6-{5-chloro-2-[(oxan-4-yl)amino]pyrimidin-4-yl}-1-oxo-2,3-dihydro-1H-isoindol-2-yl)-N-[(1S)-1-[2-(dimethylamino)-5-fluoropyridin-4-yl]2-hydroxyethyl]propanamide